C(C)(=O)N1[C@H]2COC[C@@H]1CC(C2)OC=2C(=CC(=NC2)C)C2=CC=1N(C=C2)N=C(C1)NC(=O)C1CC1 N-(5-(5-(((1R,5S,7s)-9-acetyl-3-oxa-9-azabicyclo[3.3.1]nonan-7-yl)oxy)-2-methylpyridin-4-yl)pyrazolo[1,5-a]pyridin-2-yl)cyclopropanecarboxamide